COC1=CC=C(CNC2=CC=C(C=C2)O)C=C1 4-(p-methoxybenzylamino)phenol